1-(2-methoxyphenyl)-4-phenylbut-3-yn-2-one COC1=C(C=CC=C1)CC(C#CC1=CC=CC=C1)=O